1-[4-(2,3-Dimethylphenyl)piperazin-4-ium-1-yl]-2-[3-(pyrrolidin-1-carbonyl)-4,5,6,7-tetrahydroindazol-1-yl]ethanon CC1=C(C=CC=C1C)[NH+]1CCN(CC1)C(CN1N=C(C=2CCCCC12)C(=O)N1CCCC1)=O